COC(=O)C=1C=C2[C@H]([C@@H]([C@@H](N(C2=CC1)C(C)=O)CC)C)NC(=O)OC(C)C Methyl-(2S,3S,4S)-1-acetyl-2-ethyl-4-((isopropoxycarbonyl)amino)-3-methyl-1,2,3,4-tetrahydroquinoline-6-carboxylate